(2-chloro-4-(5-(2,3-difluoro-4-(fluoromethoxy)phenyl)-1-methyl-1H-imidazole-2-carboxamido)benzoyl)piperazine-1-carboxylic acid tert-butyl ester C(C)(C)(C)OC(=O)N1C(CNCC1)C(C1=C(C=C(C=C1)NC(=O)C=1N(C(=CN1)C1=C(C(=C(C=C1)OCF)F)F)C)Cl)=O